(1R,2S,3S,6R,7S)-N-[(1S)-1-cyano-2-[(3S)-2-oxopyrrolidin-3-yl]ethyl]-4-[(2S)-3,3-dimethyl-2-(2,2,2-trifluoroacetamido)pent-4-enoyl]-4-azatricyclo[5.2.1.0^{2,6}]dec-8-ene-3-carboxamide C(#N)[C@H](C[C@H]1C(NCC1)=O)NC(=O)[C@@H]1[C@H]2[C@H]3C=C[C@@H]([C@H]2CN1C([C@H](C(C=C)(C)C)NC(C(F)(F)F)=O)=O)C3